FC1=C(C#N)C=CC(=C1)C(F)(F)F 2-fluoro-4-(tri-fluoromethyl)-benzonitrile